3-chloro-2-(4-chlorophenyl)-7-(1-methyl-1H-imidazol-4-yl)-1H-indol-5-amine ClC1=C(NC2=C(C=C(C=C12)N)C=1N=CN(C1)C)C1=CC=C(C=C1)Cl